Cl.ClC1=C(C=CC=C1C(F)(F)F)CNCCCOC=1C=C(C=CC1)CC(=O)O 3-[3-[[2-chloro-3-(trifluoromethyl)phenyl]methylamino]propoxy]phenylacetic acid hydrochloride